C(C)SC1=NC=C(C(=C1)SC=1C(=NC(=NC1)N)N)C(C)C 5-((2-(ethylthio)-5-isopropyl-pyridin-4-yl)thio)pyrimidine-2,4-diamine